N'-((1,2,3,5,6,7-hexahydrodicyclopenta[b,e]pyridin-8-yl)carbamoyl)-4-(2-hydroxypropan-2-yl)benzenesulfonimidamide C1CCC2=NC3=C(C(=C21)NC(=O)N=S(=O)(N)C2=CC=C(C=C2)C(C)(C)O)CCC3